NC1=C(C=C(C=O)C=C1C(F)(F)F)[N+](=O)[O-] 4-amino-3-nitro-5-(trifluoromethyl)benzaldehyde